OC(C(=O)O)C(C)(C)C hydroxy-3,3-dimethylbutyric acid